2-bromo-N1,N1-bis(4-(tert-butyl)phenyl)-N3,N3-di(naphthalen-2-yl)-5-(trimethylsilyl)benzene-1,3-diamine BrC1=C(C=C(C=C1N(C1=CC2=CC=CC=C2C=C1)C1=CC2=CC=CC=C2C=C1)[Si](C)(C)C)N(C1=CC=C(C=C1)C(C)(C)C)C1=CC=C(C=C1)C(C)(C)C